NCCCCCCCCCCC(=O)N1CCC2C=3C(=CC=CC13)C(N2C2C(NC(CC2)=O)=O)=O 3-(1-(11-aminoundecanoyl)-5-oxo-2,3,3a,5-tetrahydropyrrolo[2,3,4-de]quinoline-4(1H)-yl)piperidine-2,6-dione